CC1=CC=CC=2N(N=NC21)CN methyl-1H-benzotriazol-1-methylamine